Monophenol C1=CC=C(C=C1)O